ClC1=CC2=C(N(C(N=C2N2C[C@H](N(C[C@@H]2C)C(=O)OC(C)(C)C)C)=O)C=2C(=NC=NC2C(C)C)CC)N=C1C1=C(C=CC=C1)F tert-butyl (2R,5S)-4-(6-chloro-1-(4-ethyl-6-isopropylpyrimidin-5-yl)-7-(2-fluorophenyl)-2-oxo-1,2-dihydropyrido[2,3-d]pyrimidin-4-yl)-2,5-dimethylpiperazine-1-carboxylate